C(C1=CC=CC=C1)N(C)CC1=NC(=CC(=N1)NC1=CC=C(C=C1)C)N 2-((benzyl(methyl)amino)methyl)-N4-(p-tolyl)pyrimidine-4,6-diamine